8-((4-(((1,4-dioxan-2-yl)methyl)(4-methyl-3-oxo-3,4-dihydro-2H-benzo[b][1,4]oxazin-6-yl)amino)cyclohexyl)(methyl)amino)-5-methyl-6-oxo-5,6-dihydro-1,5-naphthyridine-2,7-dicarbonitrile O1C(COCC1)CN(C1CCC(CC1)N(C1=C(C(N(C=2C=CC(=NC12)C#N)C)=O)C#N)C)C1=CC2=C(OCC(N2C)=O)C=C1